isopropyl (S)-6-diazo-2-((S)-2-(methylthio)-3-phenylpropanamido)-5-oxohexanoate [N+](=[N-])=CC(CC[C@@H](C(=O)OC(C)C)NC([C@H](CC1=CC=CC=C1)SC)=O)=O